Tert-butyl ((4-fluorothiophen-2-yl)methyl)(methyl)carbamate FC=1C=C(SC1)CN(C(OC(C)(C)C)=O)C